perfluorohexyl-ethane FC(C(F)(F)F)(C(C(C(C(C(C(F)(F)F)(F)F)(F)F)(F)F)(F)F)(F)F)F